1-((S)-3-(benzothien-3-yl)-2-(dimethylamino)propyl)-3-((S)-1-(thien-2-yl)ethyl)urea S1C=C(C2=C1C=CC=C2)C[C@@H](CNC(=O)N[C@@H](C)C=2SC=CC2)N(C)C